N1(CCCCCC1)CCOC1=CC=C(CCNC2=NC=3N(C(=N2)N)N=C(N3)C=3OC=CC3)C=C1 N5-(4-(2-(Azepan-1-yl)ethoxy)phenethyl)-2-(furan-2-yl)-[1,2,4]triazolo[1,5-a][1,3,5]triazine-5,7-diamine